N1=C(C=CC=C1)N1CC(C1)C(=O)NN 1-(pyridin-2-yl)azetidine-3-carboxylic acid hydrazide